tert-butyl 3-(cyanomethyl)-3-[4-(5-fluoro-1-{[2-(trimethylsilyl)ethoxy]methyl}-1H-pyrrolo[2,3-b]pyridin-4-yl)-1H-pyrazol-1-yl]azetidine-1-carboxylate C(#N)CC1(CN(C1)C(=O)OC(C)(C)C)N1N=CC(=C1)C1=C2C(=NC=C1F)N(C=C2)COCC[Si](C)(C)C